COCCOC1(CCC(CC1)C(F)(F)F)N (2-methoxyethoxy)-4-(trifluoromethyl)cyclohexan-1-amine